C(C)(C)(C)OC(C(CC1=CC=CC=C1)N1C(CN(C(C1)=O)C1=C(C=CC(=C1)Cl)N1N=NC(=C1)C(F)(F)F)=O)=O.NC=1C=CC(=NC1)C(C)=O 1-(5-aminopyridin-2-yl)ethanone tert-butyl-2-(4-(5-chloro-2-(4-(trifluoromethyl)-1H-1,2,3-triazol-1-yl)phenyl)-2,5-dioxopiperazin-1-yl)-3-phenylpropanoate